CNC1=CC=C(C=C1)C(C)(C)C N-methyl-4-tert-butyl-aniline